4,N,N-trimethylaniline CC1=CC=C(C=C1)N(C)C